CC(C)NC[C@@H](C)O (2R)-1-[(1-methylethyl)amino]-2-propanol